OC(C)(C)C1=NNC=C1 3-(2-hydroxypropan-2-yl)-1H-pyrazole